2-Chloro-4-((1S)-cyclopropoxy-1-phenyl-2-((tetrahydro-2H-pyran-2-yl)oxy)ethyl)-6-iodoquinazoline ClC1=NC2=CC=C(C=C2C(=N1)[C@@H](C(OC1OCCCC1)OC1CC1)C1=CC=CC=C1)I